FC(C=1C=C(C=CC1)C(C)=O)(F)F 3'-trifluoromethylacetophenone